4,5-di(4-aminophenyl)-1,2-phenylenediamine NC1=CC=C(C=C1)C1=CC(=C(C=C1C1=CC=C(C=C1)N)N)N